1-(7Z,10Z,13Z,16Z-docosatetraenoyl)-2-tetradecanoyl-glycero-3-phosphocholine CCCCCCCCCCCCCC(=O)O[C@H](COC(=O)CCCCC/C=C\C/C=C\C/C=C\C/C=C\CCCCC)COP(=O)([O-])OCC[N+](C)(C)C